BrC=1C=C(C=CC1)C=1OC=CN1 2-(3-bromophenyl)oxazole